(R)-7-(cyclopentyloxy)-6-methoxy-1-(2-(6-methyl-1H-indol-3-yl)ethyl)-3,4-dihydroisoquinolin-2(1H)-formaldehyde C1(CCCC1)OC1=C(C=C2CCN([C@@H](C2=C1)CCC1=CNC2=CC(=CC=C12)C)C=O)OC